SCC(SCCS)CSC(CSCCS)CS 4,7-bis(mercaptomethyl)-1,11-dimercapto-3,6,9-trithiaundecane